2'-chloro-N-[5-(4-hydroxypiperidine-1-carbonyl)-1,3,4-thiadiazol-2-yl]-5'-methoxy-6-methyl-[4,4'-bipyridine]-3-carboxamide ClC1=NC=C(C(=C1)C1=C(C=NC(=C1)C)C(=O)NC=1SC(=NN1)C(=O)N1CCC(CC1)O)OC